CN(C)C(C([O-])(N(C)C)N(C)C)(CC)N(C)C.[Zr+4].CN(C)C(C([O-])(N(C)C)N(C)C)(CC)N(C)C.CN(C)C(C([O-])(N(C)C)N(C)C)(CC)N(C)C.CN(C)C(C([O-])(N(C)C)N(C)C)(CC)N(C)C zirconium tetra(dimethylamino)butoxide